OCCN1CCN(CC1)C1=CC(=NC=2N1N=C(C2C2=CC=CC=C2)C)C=2C=C(C=CC2)CCCCCN2CCN(CC2)C(COC=2C=C(C=CC2)N2CNCC=C2)=O 1-(3-(2-(4-(5-(3-(7-(4-(2-hydroxyethyl)piperazin-1-yl)-2-methyl-3-phenyl-pyrazolo[1,5-a]pyrimidin-5-yl)phenyl)pentyl)piperazin-1-yl)-2-oxoethoxy)phenyl)dihydro-pyrimidine